OCCONC(=O)C1=CC2=C(N=CN2CC2OCCCC2)C(=C1NC1=C(C=C(C=C1)Br)Cl)F 6-(4-Bromo-2-chloro-phenylamino)-7-fluoro-3-(tetrahydro-pyran-2-ylmethyl)-3H-benzoimidazole-5-carboxylic acid (2-hydroxy-ethoxy)-amide